ClC1=C2C(=C(N=C1Cl)C=1C=NN(C1)C(F)F)C=1CN(CCC1N2)C(CO)=O 1-(6,7-dichloro-9-(1-(difluoromethyl)-1H-pyrazol-4-yl)-1,3,4,5-tetrahydro-2H-pyrrolo[3,2-c:4,5-c']dipyridin-2-yl)-2-hydroxyethan-1-one